benzyl 2,4-dimethyl-1H-pyrrole-3-carboxylate CC=1NC=C(C1C(=O)OCC1=CC=CC=C1)C